NC=1C=CC=C2CN(C(C12)=O)C1C(NC(CC1)=O)=O 3-(7-amino-1,3-dihydro-1-oxo-2H-isoindol-2-yl)-2,6-piperidinedione